C(C)(SCCN1N=C(C=C1O)C1=CC=CC=C1)=O S-(2-(5-hydroxy-3-phenyl-1H-pyrazol-1-yl)ethyl) ethanethioate